(S)-3-((R)-(((R or S)-2-(4-cyanophenyl)propyl)amino)(phenyl)methyl)-2,3-dihydro-1H-pyrido[2,3-b][1,4]oxazine-7-carboxamide C(#N)C1=CC=C(C=C1)[C@H](CN[C@@H]([C@@H]1CNC2=C(O1)N=CC(=C2)C(=O)N)C2=CC=CC=C2)C |o1:8|